C(#N)[C@H]1N([C@H]2C[C@H]2C1)C(CNC(=O)C1=CC=NC2=CC=C(C=C12)C(C)O)=O N-(2-((1S,3S,5S)-3-Cyano-2-azabicyclo[3.1.0]hexan-2-yl)-2-oxoethyl)-6-(1-hydroxyethyl)quinoline-4-carboxamide